O1C(CCC1)CNC1=CC(=NC=N1)NC1=CC2=C(C(NC23CCCCC3)=O)S1 2'-((6-(((tetrahydrofuran-2-yl)methyl)amino)pyrimidin-4-yl)amino)spiro[cyclohexane-1,4'-thieno[2,3-c]pyrrol]-6'(5'H)-one